pivaloyl peroxypivaloate C(C(C)(C)C)(=O)OOC(C(C)(C)C)=O